The molecule is a 3-hydroxy fatty acyl-CoA that results from the formal condensation of the thiol group of coenzyme A with the carboxy group of (R)-3-hydroxyhexanoic acid. It is a 3-hydroxy fatty acyl-CoA, a (R)-3-hydroxyacyl-CoA and a medium-chain fatty acyl-CoA. It derives from a hexanoic acid. It is a conjugate acid of a (R)-3-hydroxyhexanoyl-CoA(4-). CCC[C@H](CC(=O)SCCNC(=O)CCNC(=O)[C@@H](C(C)(C)COP(=O)(O)OP(=O)(O)OC[C@@H]1[C@H]([C@H]([C@@H](O1)N2C=NC3=C(N=CN=C32)N)O)OP(=O)(O)O)O)O